N-(3-fluoro-4-(trimethylsilyl)phenyl)-2-((3-hydroxy-1,2-oxazol-5-yl)carbonyl)-6-methoxy-1,2,3,4-tetrahydroisoquinoline-1-carboxamide FC=1C=C(C=CC1[Si](C)(C)C)NC(=O)C1N(CCC2=CC(=CC=C12)OC)C(=O)C1=CC(=NO1)O